Neodymium(III) triflate [O-]S(=O)(=O)C(F)(F)F.[Nd+3].[O-]S(=O)(=O)C(F)(F)F.[O-]S(=O)(=O)C(F)(F)F